3-(4-chlorophenyl)-quinoline ClC1=CC=C(C=C1)C=1C=NC2=CC=CC=C2C1